di(p-toluenesulfonyl)ethylene glycol CC1=CC=C(C=C1)S(=O)(=O)C(C(S(=O)(=O)C1=CC=C(C)C=C1)O)O